isobutyl-carbinol C(C(C)C)CO